OC1=C(C=CC=C1)CC=CCCCCCCC 1-(2-hydroxyphenyl)dec-2-ene